N1=CC(=CC=C1)[N] 3-pyridinyl-nitrogen